[Si](C)(C)(C(C)(C)C)OC1=C(C=CC=C1)O[Si](C)(C)C(C)(C)C o-di(t-butyldimethylsilyloxy)benzene